tert-butyl (2-(2-(((1R,5S,6s)-3-azabicyclo[3.1.0]hexan-6-yl)oxy)-6-(4-fluorophenyl)pyridin-4-yl)propan-2-yl)carbamate [C@@H]12CNC[C@H]2C1OC1=NC(=CC(=C1)C(C)(C)NC(OC(C)(C)C)=O)C1=CC=C(C=C1)F